COC1=CC=C(C=N1)C1=CN(C2=NC=C(C=C21)C=2C=NN(C2)CC2CCN(CC2)C)S(=O)(=O)C2=CC=C(C)C=C2 3-(6-METHOXYPYRIDIN-3-YL)-5-(1-((1-METHYLPIPERIDIN-4-YL)METHYL)-1H-PYRAZOL-4-YL)-1-TOSYL-1H-PYRROLO[2,3-B]PYRIDINE